N4-benzyl-5,6-dimethyl-3-nitro-N2-(2,4,4-trimethylpentan-2-yl)pyridine-2,4-diamine C(C1=CC=CC=C1)NC1=C(C(=NC(=C1C)C)NC(C)(CC(C)(C)C)C)[N+](=O)[O-]